BrC=1C(=NC(NC1)=O)N 5-(bromo)cytosine